ClC=1C=C(C=CC1OC1=CC=CC=C1)NC1=NC=NC2=CC=C3C(=C12)OCCN3 N-(3-chloro-4-phenoxyphenyl)-3,4-dihydro-2H-[1,4]oxazino[2,3-f]quinazolin-10-amine